2,15,16-trihydroxy-hexadecanoic acid OC(C(=O)O)CCCCCCCCCCCCC(CO)O